C[Sn]C.[Sn] tin dimethyl-tin